3-[(2E)-3,7-dimethylocta-2,6-dien-1-yl]-2,4-dihydroxy-6-[(2E)-pent-3-en-1-yl]benzoic acid C\C(=C/CC=1C(=C(C(=O)O)C(=CC1O)CCC=CC)O)\CCC=C(C)C